NC1=C(C(=NN1C1(CC1)C)C1=CC=C(C=C1)CC(=O)NC1=CC(=NO1)C12CC(C1)(C2)C)C#N 2-[4-[5-Amino-4-cyano-1-(1-methylcyclopropyl)pyrazol-3-yl]phenyl]-N-(3-[3-methylbicyclo[1.1.1]pentan-1-yl]-1,2-oxazol-5-yl)acetamide